C(=C)OC1=CC=CC2=CC=C(C=C12)OC=C 1,7-divinyloxynaphthalene